C(C)C=1N(C=C(C1)S(=O)(=O)Cl)C ethyl-4-(chlorosulfonyl)-1-methyl-1H-pyrrole